FC(C(F)(F)F)(S(=O)O)F perfluoroethanesulfinic acid